2-{3-[(2R,6S)-2,6-Dimethylmorpholin-4-carbonyl]-5,6-dihydrocyclopenta[c]pyrazol-1(4H)-yl}-1-(4-phenylpiperidin-1-yl)ethan-1-on C[C@@H]1CN(C[C@@H](O1)C)C(=O)C=1C2=C(N(N1)CC(=O)N1CCC(CC1)C1=CC=CC=C1)CCC2